ClC1=C(C=C2C=C(N=CC2=C1)NC(=O)C1CCC1)C1CCN(CC1)C1COC1 N-(7-chloro-6-(1-(oxetan-3-yl)piperidin-4-yl)isoquinolin-3-yl)cyclobutanecarboxamide